[Si](C)(C)(C(C)(C)C)O[C@@H]1[C@@H](O[C@@H]([C@H]1O[Si](C)(C)C(C)(C)C)CO[Si](C)(C)C(C)(C)C)N1C(N=C(C=C1)N[C@@H](CC(N)=O)C(=O)OC(C)(C)C)=O tert-butyl (1-((2R,3S,4R,5R)-3,4-bis((tert-butyldimethylsilyl)oxy)-5-(((tert-butyldimethylsilyl)oxy)methyl)tetrahydrofuran-2-yl)-2-oxo-1,2-dihydropyrimidin-4-yl)-L-asparaginate